8-(4-(bis(4-fluorophenyl)methyl)piperazin-1-yl)-5-methyl-7-nitro-6-oxo-5,6-dihydro-1,5-naphthyridine-2-carbonitrile FC1=CC=C(C=C1)C(N1CCN(CC1)C1=C(C(N(C=2C=CC(=NC12)C#N)C)=O)[N+](=O)[O-])C1=CC=C(C=C1)F